CN(C(C#CC)=O)CCOC=1C=NC=CC1C1=C(C2=NC=CC=C2N1)C1=CC=CC=C1 N-methyl-N-(2-{[4-(3-phenyl-1H-pyrrolo[3,2-b]pyridin-2-yl)pyridin-3-yl]oxy}ethyl)but-2-ynamide